3-(1-{4-[2-(hydroxymethyl)phenoxy]butyl}-4-methyl-1H-benzotriazol-5-yl)propanoate OCC1=C(OCCCCN2N=NC3=C2C=CC(=C3C)CCC(=O)[O-])C=CC=C1